C1(=CC=CC=C1)N(C(OC1=C(C(=CC(=C1)C(C)(C)C)C)OC(N(C1=CC=CC=C1)C1=CC=CC=C1)=O)=O)C1=CC=CC=C1 5-(tert-butyl)-3-methyl-1,2-phenylene bis(diphenylcarbamate)